BrC=1C=C2CCN(C2=CC1)C(C)=O 1-(5-bromo-2,3-dihydro-1H-indol-1-yl)ethan-1-one